2-((6-methoxy-2-methyl-1,2,3,4-tetrahydroisoquinolin-7-yl)amino)-7-phenyl-7H-pyrrolo[2,3-d]pyrimidine-6-carbaldehyde COC=1C=C2CCN(CC2=CC1NC=1N=CC2=C(N1)N(C(=C2)C=O)C2=CC=CC=C2)C